CNC(=O)C1=CC=2CNCCC2S1 N-methyl-4,5,6,7-tetrahydrothieno[3,2-c]pyridine-2-carboxamide